C(C1=CC=CC=C1)OC(NC1=CC(=C(C=C1)C=C)Cl)=O.ClC=1C=C(C=CC1C1C(C(C1)=O)(Cl)Cl)NC(OCC1=CC=CC=C1)=O benzyl N-[3-chloro-4-(2,2-dichloro-3-oxocyclobutyl)phenyl]carbamate Benzyl-N-(3-chloro-4-ethenylphenyl)carbamate